1,1,1-trifluoro-2-(8-(5-(((5-fluoro-2,3-dihydrobenzofuran-4-yl)methyl)amino)-[1,2,4]triazolo[4,3-c]pyrimidine-8-yl)-[1,2,4]triazolo[1,5-a]pyridin-5-yl)propan-2-ol FC(C(C)(O)C1=CC=C(C=2N1N=CN2)C=2C=1N(C(=NC2)NCC2=C(C=CC3=C2CCO3)F)C=NN1)(F)F